ClC1=CC=C(C=C1)C=1N=C2N(C(C1OC(C1=CC=CC=C1)=O)=O)C=CC=C2 2-(4-chlorophenyl)-3-benzoyloxy-4H-pyrido[1,2-a]pyrimidin-4-one